C(#N)C=1C=NN2C1C(=CC(=C2)OCC)C=2C=CC(=NC2)N2CCC(CC2)(CN2CCNCC2)NC(C2=C(C=CC(=C2)F)F)=O N-(1-(5-(3-cyano-6-ethoxypyrazolo[1,5-a]pyridin-4-yl)pyridin-2-yl)-4-(piperazin-1-ylmethyl)piperidin-4-yl)-2,5-difluorobenzamide